(4-bromo-2-fluorophenyl)-4-(dimethylphosphoryl)pyridin-3-amine BrC1=CC(=C(C=C1)C1=NC=CC(=C1N)P(=O)(C)C)F